1-{4-[(1R)-1-[3-(1-fluoro-8-{4-fluoro-2-[(3R)-3-methylmorpholine-4-carbonyl]phenyl}-3-methylimidazo[1,5-a]pyridin-6-yl)azetidin-1-yl]ethyl]piperidin-1-yl}ethan-1-one FC=1N=C(N2C1C(=CC(=C2)C2CN(C2)[C@H](C)C2CCN(CC2)C(C)=O)C2=C(C=C(C=C2)F)C(=O)N2[C@@H](COCC2)C)C